copper-silver copper [Cu].[Ag].[Cu]